Cl.C1NCCCC2=C1C=CC=C2 2,3,4,5-tetrahydro-1H-2-benzazepine hydrochloride